ClC=1C=C(C(=NC1C)C=1C=NC=CC1)C1=CC=C(C=C1)S(=O)(=O)C 5-chloro-3-(4-methanesulfonylphenyl)-6-methyl-[2,3]bipyridine